lauryl hydroperoxide (tert-butyl-peroxy benzoate) C(C)(C)(C)C1=C(C(=O)OO)C=CC=C1.C(CCCCCCCCCCC)OO